phenoxybisphenol A O(C1=CC=CC=C1)C1=C(O)C=CC(=C1)C(C)(C)C1=CC=C(C=C1)O